C(#N)C12CCC(CC1)(CC2)NC(C2=C(C=C(C(=C2)F)F)NS(N(C)C)(=O)=O)=O N-(4-cyanobicyclo[2.2.2]oct-1-yl)-2-((N,N-dimethylsulfamoyl)amino)-4,5-difluorobenzamide